4-{[4-(5-fluoropyrimidin-2-yl)-3-methoxypyridin-2-yl]amino}-N-(2H3)methyl-6-[(4-methylpyridin-2-yl)amino]pyridazine-3-carboxamide FC=1C=NC(=NC1)C1=C(C(=NC=C1)NC1=C(N=NC(=C1)NC1=NC=CC(=C1)C)C(=O)NC([2H])([2H])[2H])OC